C(\C=C/CCCCCC)OC(CCC(=O)OCCCCCCN(CCCCCCOC(CCC(OC\C=C/CCCCCC)OC\C=C/CCCCCC)=O)CCCCO)OC\C=C/CCCCCC ((4-hydroxybutyl)azanediyl)bis(hexane-6,1-diyl) bis(4,4-bis(((Z)-non-2-en-1-yl)oxy)butanoate)